ethyl 2,4-dichloro-7-cyclopropyl-pteridine-6-carboxylate ClC1=NC2=NC(=C(N=C2C(=N1)Cl)C(=O)OCC)C1CC1